OC(C=1C(=NC=CC1)N1CCN(CC1)C(C=C)=O)C=1C=NC(=CC1)C(F)(F)F 1-(4-(3-(hydroxy(6-(trifluoromethyl)pyridin-3-yl)methyl)pyridin-2-yl)piperazin-1-yl)prop-2-en-1-one